N,N'-bis(2-methylphenyl)-N,N'-bis(6-tert-butyldibenzofuran-4-yl)pyrene-3,8-diamine CC1=C(C=CC=C1)N(C=1C=CC2=CC=C3C(=CC=C4C=CC1C2=C43)N(C4=CC=CC3=C4OC4=C3C=CC=C4C(C)(C)C)C4=C(C=CC=C4)C)C4=CC=CC3=C4OC4=C3C=CC=C4C(C)(C)C